FC([C@@H](C)NC1=C(C(=O)NC=2C=NC(=C(C2)C=2C=NC3=CC(=NC=C3C2)NC)C)C=CC=N1)F (R)-2-((1,1-difluoropropan-2-yl)amino)-N-(6-methyl-5-(7-(methylamino)-1,6-naphthyridin-3-yl)pyridin-3-yl)nicotinamide